3-(4-Isobutyl-6-methyl-cyclohexa-1,5-dien-1-yl)propanal C(C(C)C)C1CC=C(C(=C1)C)CCC=O